C12OCC(C1)(C2)C2=NC(=CC(=N2)NC2=C(C=NC(=C2)NC(C)=O)C2=NC=CC(=C2)C(F)F)C N-(4'-((2-(2-oxabicyclo[2.1.1]hexan-4-yl)-6-methylpyrimidin-4-yl)amino)-4-(difluoromethyl)-[2,3'-bipyridin]-6'-yl)acetamide